2-chloro-N-(1-(5-(3-cyano-6-(2-(3,3-difluoroazetidin-1-yl)ethoxy)pyrazolo[1,5-a]pyridin-4-yl)pyrazin-2-yl)-4-methylpiperidin-4-yl)-6-methylbenzamide ClC1=C(C(=O)NC2(CCN(CC2)C2=NC=C(N=C2)C=2C=3N(C=C(C2)OCCN2CC(C2)(F)F)N=CC3C#N)C)C(=CC=C1)C